3-(4-(aminomethyl)phenyl)-6-((1-(4-(furan-2-yl)-2,6-dimethylbenzyl)-4-hydroxypiperidin-4-yl)methyl)-2-methyl-2,6-dihydro-7H-pyrazolo[4,3-d]pyrimidin-7-one dihydrochloride Cl.Cl.NCC1=CC=C(C=C1)C=1N(N=C2C1N=CN(C2=O)CC2(CCN(CC2)CC2=C(C=C(C=C2C)C=2OC=CC2)C)O)C